4-(oxetan-3-ylidenemethyl)benzaldehyde O1CC(C1)=CC1=CC=C(C=O)C=C1